(6aS,8R)-2-chloro-6a-ethyl-8-((5-vinylpyridin-2-yl)oxy)-5,6,6a,7,8,9-hexahydropyrrolo-[1',2':4,5]pyrazino[2,3-c]pyridazine ClC=1C=C2C(=NN1)NC[C@]1(N2C[C@@H](C1)OC1=NC=C(C=C1)C=C)CC